5-(2,6-difluoro-4-methylphenyl)pyrrolidin-2-one FC1=C(C(=CC(=C1)C)F)C1CCC(N1)=O